C1(=CC=CC=C1)C1CC(NN1)=C1C(N(C(N(C1=O)C1CCCCC1)=O)C1CCCCC1)=O 5-(5-phenylpyrazolidin-3-ylidene)-1,3-biscyclohexylbarbituric acid